C(=CC1=CC=CC=C1)CN(CCC[Si](OC)(OC)OC)CCN 3-(N-styrylmethyl-2-aminoethylamino)-propyl-trimethoxysilane